C1(CC1)[C@@H](C)NC1=NC(=NC(=N1)N[C@H](C)C1CC1)N1N=CC(=C1)I N2,N4-bis((R)-1-cyclopropylethyl)-6-(4-iodo-1H-pyrazol-1-yl)-1,3,5-triazine-2,4-diamine